L-homocysteine hydrochloride Cl.N[C@@H](CCS)C(=O)O